CS\C=C\C1=CC=C(C=C1)C (E)-methyl(4-methylstyryl)sulfane